5-bromo-4-methyl-thiophene-2-carbaldehyde oxime BrC1=C(C=C(S1)C=NO)C